methylsulfonyl-[3-[rac-(1R)-3-(1-oxo-2,9-diazaspiro[4.5]decan-9-yl)-1-[[rac-(6S)-6-tert-butyl-5,6,7,8-tetrahydrothieno[2,3-b]quinoline-2-carbonyl]amino]propyl]phenyl]azanide CS(=O)(=O)[N-]C1=CC(=CC=C1)[C@@H](CCN1CCCC2(CCNC2=O)C1)NC(=O)C1=CC=2C(=NC=3CC[C@@H](CC3C2)C(C)(C)C)S1 |r|